ClC1=NC=C(C(=C1)N)C 2-CHLORO-5-METHYL-4-PYRIDINEAMINE